O[C@H](COC=1C=C(C=CC1)S(=O)(=O)NC)CN[C@H]1COC2(C1)CCN(CC2)C2=NC=CN=C2 3-((S)-2-hydroxy-3-((R)-8-(pyrazin-2-yl)-1-oxa-8-azaspiro[4.5]dec-3-ylamino)propoxy)-N-methylbenzenesulfonamide